C(#N)C(C)C=1C=C(C(=O)NC2CCC(CC2)NC2=CC=CC3=C2C=C(S3)C(F)(F)F)C=CC1 3-(1-cyanoethyl)-N-[(1s,4s)-4-{[2-(trifluoromethyl)-1-benzothiophen-4-yl]amino}cyclohexyl]benzamide